C(#N)COC=1C(=NC(=NC1OC)NS(=O)(=O)C1=CNC2=CC(=CC=C12)C(F)F)OC N-[5-(cyanomethoxy)-4,6-dimethoxy-pyrimidin-2-yl]-6-(difluoromethyl)-1H-indole-3-sulfonamide